N-[6,8-bis(trifluoromethyl)quinazolin-4-yl]-N-[1-[2-(5-cyano-2-pyridyl)-1,2,4-triazol-3-yl]ethyl]acetamide FC(C=1C=C2C(=NC=NC2=C(C1)C(F)(F)F)N(C(C)=O)C(C)C=1N(N=CN1)C1=NC=C(C=C1)C#N)(F)F